OC[C@H]1N(CCC1)C=1C2=C(N=C(N1)NC=1N=CN(C1)C1=CC(=C(C(=C1)OC)OC)OC)CCN(C2)C(=O)OC(C)(C)C (S)-tert-butyl 4-(2-(hydroxymethyl) pyrrolidin-1-yl)-2-((1-(3,4,5-trimethoxyphenyl)-1H-imidazol-4-yl) amino)-7,8-dihydropyrido[4,3-d]pyrimidine-6(5H)-carboxylate